(R)-1-(tert-butoxycarbonyl)-5-oxopyrrolidine-2-carboxylic acid C(C)(C)(C)OC(=O)N1[C@H](CCC1=O)C(=O)O